2-((1R,2S)-2-aminocyclohexylamino)-4-(3-(pyrimidine-2-yl)phenylamino)pyrimidine-5-carboxamide N[C@@H]1[C@@H](CCCC1)NC1=NC=C(C(=N1)NC1=CC(=CC=C1)C1=NC=CC=N1)C(=O)N